ClC1=NC=C(C(=C1)C1=C(C=NC(=C1)C)C(=O)NC=1SC=2N=C(N=CC2N1)N1CC2(COC2)CC1)OC 2'-chloro-5'-methoxy-6-methyl-N-{5-(2-oxa-6-azaspiro[3.4]octan-6-yl)-[1,3]thiazolo[5,4-d]pyrimidin-2-yl}-[4,4'-bipyridine]-3-carboxamide